C1(CC1)CN[C@H]1CN(CCC1)C=1C=NC(=CC1)C1(CNC1)N1N=NC(=C1)C=1C=NC=C(C1)C1CC1 (R)-N-(cyclopropylmethyl)-1-(6-(3-(4-(5-cyclopropylpyridin-3-yl)-1H-1,2,3-triazol-1-yl)azetidin-3-yl)pyridin-3-yl)piperidin-3-amine